C[Si](OCCCCCCCCCC=C)(C)C trimethyl(undec-10-en-1-yloxy)silane